(1-(cyclohexylcarbonyl)piperidin-3-yl)(4-(7-fluoroquinolin-4-yl)piperazin-1-yl)methanone C1(CCCCC1)C(=O)N1CC(CCC1)C(=O)N1CCN(CC1)C1=CC=NC2=CC(=CC=C12)F